methyl (2S,4R)-1-[1-(difluoromethyl)-3,3-difluorocyclobutanecarbonyl]-4-fluoropyrrolidine-2-carboxylate FC(C1(CC(C1)(F)F)C(=O)N1[C@@H](C[C@H](C1)F)C(=O)OC)F